(1r,2s)-5'-methoxy-2-(3-{[3-methoxy-6-(oxetan-3-yl)pyrazin-2-yl]amino}-1H-indazol-6-yl)-1'H-spiro[cyclopropan-1,3'-indol]-2'-one COC=1C=C2[C@]3(C(NC2=CC1)=O)[C@@H](C3)C3=CC=C1C(=NNC1=C3)NC3=NC(=CN=C3OC)C3COC3